FC1=C(C=C(C(=C1)C1(CC1)C(F)(F)F)OC)CC(=O)NC1=CC(=NC=C1)C(=O)OC Methyl 4-[[2-[2-fluoro-5-methoxy-4-[1-(trifluoromethyl)cyclopropyl]phenyl] acetyl]amino]pyridine-2-carboxylate